BrC1=CC=C2N1C1=CC=C(C=C1NC2=O)C(=O)N2CCN(CC2)C 1-bromo-7-(4-methylpiperazine-1-carbonyl)pyrrolo[1,2-a]quinoxalin-4(5H)-one